CC1=CC(=NN1C1=CC=C(C=C1)CO)C(F)(F)F (4-(5-Methyl-3-(trifluoromethyl)-1H-pyrazol-1-yl)phenyl)methanol